allyl-dodecyl-amine C(C=C)NCCCCCCCCCCCC